butyl (R)-2-(3-(methoxymethyl)bicyclo[1.1.1]pentan-1-yl)-3-oxohexahydroimidazo[1,5-a]pyrazine-7(1H)-carboxylate COCC12CC(C1)(C2)N2C(N1[C@@H](CN(CC1)C(=O)OCCCC)C2)=O